(S)-3-(4-((difluoromethyl)sulfonamido)-3-(1-(4-fluorophenyl)ethoxy)phenyl)-5-((1,4-dimethyl-1H-pyrazol-3-yl)amino)-1H-pyrazole-4-carboxamide FC(S(=O)(=O)NC1=C(C=C(C=C1)C1=NNC(=C1C(=O)N)NC1=NN(C=C1C)C)O[C@@H](C)C1=CC=C(C=C1)F)F